CC1=CNC=2N=CN=C(C21)N2CCSC(=C2)C2=CC=C1CCNCC1=C2 4-(5-methyl-7H-pyrrolo[2,3-d]pyrimidin-4-yl)-6-(1,2,3,4-tetrahydroisoquinolin-7-yl)-3,4-dihydro-2H-1,4-thiazine